C12CNCC(CC1)N2C=2N(C(C1=C(N2)NC=C1C1=C(C2=C(N(N=C2C=C1)CCC(=O)N(C)C)Cl)Cl)=O)C 3-(5-(2-(3,8-Diazabicyclo[3.2.1]oct-8-yl)-3-methyl-4-oxo-4,7-dihydro-3H-pyrrolo[2,3-d]pyrimidin-5-yl)-3,4-dichloro-2H-indazol-2-yl)-N,N-dimethylpropionamide